NN(C(OC(C)(C)C)=O)C1=C(C=CC(=C1)C(N(C)C1=CC2=C(OCO2)C=C1)=O)C(F)(F)F tert-Butyl N-amino-N-[5-[1,3-benzodioxol-5-yl (methyl)carbamoyl]-2-(trifluoromethyl)phenyl]carbamate